ClC1=CC(=CS1)N1CC(C1)C(=O)N(C)[C@H]1COCC=2NC(C=3C=C(C(=CC3C21)F)F)=O (R)-1-(5-chlorothiophen-3-yl)-N-(8,9-difluoro-6-oxo-1,4,5,6-tetrahydro-2H-pyrano[3,4-c]isoquinolin-1-yl)-N-methylazetidine-3-carboxamide